(S)-4-(3-amino-3-methylpyrrolidin-1-yl)-N-(4,4-difluorocyclohexyl)-5-(3,5-difluorophenyl)nicotinamide N[C@@]1(CN(CC1)C1=C(C=NC=C1C(=O)NC1CCC(CC1)(F)F)C1=CC(=CC(=C1)F)F)C